C([C@@H](C(=O)[O-])[NH+]=C(N)N)C(=O)[O-] The molecule is conjugate base of N-amidino-L-aspartate arising from deprotonation of the carboxy groups and protonation of the guanidino group; major species at pH 7.3. It is a conjugate base of a N-amidino-L-aspartic acid.